OCCN(CCO)CC(C)O 1-[N,N-di(2-hydroxyethyl)amino]propan-2-ol